4-phenylbut-2-ene-1,4-dione C1(=CC=CC=C1)C(C=CC=O)=O